N1CCC12CN(C2)CCOC2=CC(=C(C=C2)C=2N(C1=NC=NC(=C1N2)OC2(CC2)C)CC2=NC=CC(=C2)C)Cl 8-(4-(2-(1,6-diazaspiro[3.3]heptan-6-yl)ethoxy)-2-chlorophenyl)-6-(1-methylcyclopropoxy)-9-((4-methylpyridin-2-yl)methyl)-9H-purine